5-BROMO-4-HYDROXYINDOLE-3-CARBOXALDEHYDE BrC=1C(=C2C(=CNC2=CC1)C=O)O